(E)-3-(2-(thiophen-2-yl)vinyl)-1H-pyrazole S1C(=CC=C1)/C=C/C1=NNC=C1